CCCCCCCCCCCC=CCCCCCCC(=O)O 8(Z)-Eicosenoic acid